3-(5-{[4-(aminomethyl)phenyl]methoxy}-4-methoxy-1-(3-methoxy-2,2-dimethylpropanoyl)-1H-pyrazol-3-yl)-4-methyl-1-[2-(morpholin-4-yl)acetyl]pyrrolidin-2-one NCC1=CC=C(C=C1)COC1=C(C(=NN1C(C(COC)(C)C)=O)C1C(N(CC1C)C(CN1CCOCC1)=O)=O)OC